6-(2-amino-5-(3-((ethyl(methyl)amino)meth-yl)-4-methoxyphenyl)-6-fluoropyridin-3-yl)-4-methylisoquinolin-1(2H)-one NC1=NC(=C(C=C1C=1C=C2C(=CNC(C2=CC1)=O)C)C1=CC(=C(C=C1)OC)CN(C)CC)F